BrC=1C(=NC=C(C1)OC(F)F)C 3-bromo-5-(difluoromethoxy)-2-methyl-pyridine